[OH-].C[N+](CCO)(CCO)C dimethylbis(2-hydroxylethyl)ammonium hydroxide